Cl.C1=CC=CC=2C3=CC=CC=C3C(C12)CC1(CC1)N(C(O)=O)CC1CNC1 (9H-fluorene-9-yl)methyl(azetidin-3-ylmethyl)(cyclopropyl)carbamate hydrochloride